1-hexyl-3-methylimidazolium hexafluorophosphate salt F[P-](F)(F)(F)(F)F.C(CCCCC)N1C=[N+](C=C1)C